N-((4-bromobenzyl)(methyl)(oxo)-λ6-sulfaneylidene)-4-(5-(trifluoromethyl)-1,2,4-oxadiazol-3-yl)benzamide BrC1=CC=C(CS(=NC(C2=CC=C(C=C2)C2=NOC(=N2)C(F)(F)F)=O)(=O)C)C=C1